CC=1C=C(C=CC1OC1=CC=CC=C1)N1C(N(C(NC1=O)=O)C1=CC(=CC=C1)OC(F)(F)F)=O 1-(3-methyl-4-phenoxyphenyl)-3-[3-(trifluoromethoxy)phenyl]-1,3,5-triazinane-2,4,6-trione